cis-4-amino-3-fluoro-piperidine-1-carboxylate N[C@@H]1[C@@H](CN(CC1)C(=O)[O-])F